1,4,7,10-tetraaza-cyclododecane-1,4,7,10-tetraacetic acid N1(CCN(CCN(CCN(CC1)CC(=O)O)CC(=O)O)CC(=O)O)CC(=O)O